4-[2-(N-(3,3-difluorocyclohexyl)anilino)-2-oxo-ethyl]-1-(6-fluoroindoline-1-carbonyl)piperidine-4-carboxylic acid FC1(CC(CCC1)N(C1=CC=CC=C1)C(CC1(CCN(CC1)C(=O)N1CCC2=CC=C(C=C12)F)C(=O)O)=O)F